N-(3-(6-(4-fluorophenoxy)-2-((1-methyl-1H-pyrazol-4-yl)amino)-7-oxopyrido[2,3-d]pyrimidin-8(7H)-yl)phenyl)acrylamide FC1=CC=C(OC2=CC3=C(N=C(N=C3)NC=3C=NN(C3)C)N(C2=O)C=2C=C(C=CC2)NC(C=C)=O)C=C1